CC(=O)OC[C@@H]1[C@H]([C@@H]([C@H]([C@H](O1)O[C@@H]2[C@H](OC([C@@H]([C@H]2O)O)O)CO)O)O)O Acetyl-maltose